OB1OCC2=C1C=CC(=C2)S(=O)(NC(NC2=C1CCCC1=CC=C2C2=CC(=NC=C2)OC)=O)=N 1-hydroxy-N-((5-(2-methoxypyridin-4-yl)-2,3-dihydro-1H-inden-4-yl)carbamoyl)-1,3-dihydrobenzo[c][1,2]oxaborole-5-sulfonimidamide